ethyl 3-(benzyloxy)-4-cyclopropylisothiazole-5-carboxylate C(C1=CC=CC=C1)OC1=NSC(=C1C1CC1)C(=O)OCC